BrC=1C(=CC(=NC1)S(=O)(=O)N1CCN(CC1)C)C 1-((5-Bromo-4-methylpyridin-2-yl)sulfonyl)-4-methylpiperazine